N[C@@H]1[C@@H](OCC12CCN(CC2)C=2N=CC(=NC2)SC2=CC=NC1=C2OC[C@H]2N1C(N(C2)C(C)C)=O)C (s)-4-((5-((3S,4S)-4-amino-3-methyl-2-oxa-8-azaspiro[4.5]decan-8-yl)pyrazin-2-yl)thio)-8-isopropyl-6,6a,7,8-tetrahydro-9H-imidazo[1,5-d]pyrido[3,2-b][1,4]oxazin-9-one